FC1=C(C=CC(=C1)F)C1=C(C=CC=C1)C=1N=C2N(C=CC(=C2)C(=O)N2CCNCC2)C1C [2-[2-(2,4-difluorophenyl)phenyl]-3-methyl-imidazo[1,2-a]pyridin-7-yl]-piperazin-1-yl-methanone